[Pd](Cl)Cl.[Pd] palladium(0) palladium(II) chloride